cyclopropyl-3-((2-((1-hydroxy-2-(3-(trifluoromethyl)phenyl)propan-2-yl)amino)-1H-benzo[d]imidazol-4-yl)methyl)urea C1(CC1)NC(=O)NCC1=CC=CC=2NC(=NC21)NC(CO)(C)C2=CC(=CC=C2)C(F)(F)F